ClC=1C=C(C=CC1F)NC(N(CCCO)[C@H](C)C1=CN=C(C2=CC(=C(C=C12)F)F)OCC1=NN(C=N1)C)=O |r| Racemic-3-(3-chloro-4-fluorophenyl)-1-(1-(6,7-difluoro-1-((1-methyl-1H-1,2,4-triazol-3-yl)methoxy)isoquinolin-4-yl)ethyl)-1-(3-hydroxypropyl)urea